N-(1-(4-(4-(((tetrahydro-2H-pyran-2-yl)oxy)methyl)-1H-1,2,3-triazol-1-yl)phenyl)ethyl)methacrylamide O1C(CCCC1)OCC=1N=NN(C1)C1=CC=C(C=C1)C(C)NC(C(=C)C)=O